OC1=C2C(=CC=NC2=CC=C1)C=O 5-HYDROXYQUINOLINE-4-CARBOXALDEHYDE